C(C(C)C)P(C=1C(SC(C1P(CC(C)C)CC(C)C)(CCCC)P(C1CCCC1)C1CCCC1)(CCCC)P(C1CCCC1)C1CCCC1)CC(C)C 3,4-bis(di-isobutylphosphino)-2,5-bis(dicyclopentylphosphino)-2,5-di-n-butylthiophene